6-(4-(4-Fluoro-3-methylphenyl)-1-methyl-1H-imidazol-5-yl)-1-methyl-1H-benzo[d]imidazole FC1=C(C=C(C=C1)C=1N=CN(C1C=1C=CC2=C(N(C=N2)C)C1)C)C